ClC1=C(C=2N=C(N=C3N(CCOC(=N1)C32)[C@H](C)C=3C(=NC=CN3)NCC3=CC=C(C=C3)OC)S(=O)(=O)C)F 3-[(1R)-1-(7-chloro-6-fluoro-3-methylsulfonyl-10-oxa-2,4,8,13-tetrazatricyclo[7.4.1.05,14]tetradeca-1,3,5(14),6,8-pentaen-13-yl)ethyl]-N-[(4-methoxyphenyl)methyl]pyrazin-2-amine